2-(morpholin-4-yl)-8-(1,3-thiazol-5-yl)pyrazolo[1,5-a][1,3,5]triazin-4-amine N1(CCOCC1)C1=NC=2N(C(=N1)N)N=CC2C2=CN=CS2